OCN(CO)CO N,N,N-tris(hydroxymethyl)amine